C1(=CC(=CC=C1)CN1C[C@H]([C@@H](CC1)C(=O)N1CCC(CC1)(O)CN1C=NC2=C(C1=O)C=CN2C)C2=CC=CC=C2)C2=CC=CC=C2 3-[(1-{[(3R,4R)-1-(biphenyl-3-ylmethyl)-3-phenylpiperidin-4-yl]carbonyl}-4-hydroxypiperidin-4-yl)methyl]-7-methyl-3,7-dihydro-4H-pyrrolo[2,3-d]pyrimidin-4-one